N[C@H]1[C@@H](C1)CNC1=NN(C(=C1)C1=CC(=C(C#N)C=C1)F)C1=CC=C(C=C1)OC |r| (±)-trans-4-(3-(((2-aminocyclopropyl)methyl)amino)-1-(4-methoxyphenyl)-1H-pyrazol-5-yl)-2-fluorobenzonitrile